[Ni](=O)(=O)(=O)=O.[Co].[Co] dicobalt nickel tetroxide